5-(1-benzyl-3-(trifluoromethyl)-1H-pyrazol-4-yl)-N-(3-chloro-4-(4-(piperidine-4-carbonyl)piperazine-1-carbonyl)phenyl)-1-methyl-1H-imidazole-2-carboxamide hydrochloride Cl.C(C1=CC=CC=C1)N1N=C(C(=C1)C1=CN=C(N1C)C(=O)NC1=CC(=C(C=C1)C(=O)N1CCN(CC1)C(=O)C1CCNCC1)Cl)C(F)(F)F